2'-oxospiro[cyclopropane-1,3'-indoline] O=C1NC2=CC=CC=C2C12CC2